3-(1-Methyl-1H-pyrazolo[3,4-b]pyridin-5-yl)-3-(5-(2-(5,6,7,8-tetrahydro-1,8-naphthyridin-2-yl)ethoxy)-1H-indazol-1-yl)propanoic acid CN1N=CC=2C1=NC=C(C2)C(CC(=O)O)N2N=CC1=CC(=CC=C21)OCCC2=NC=1NCCCC1C=C2